NCC1=C2C(CC(C1)C2)CN 2,6-di(aminomethyl)norbornanene